2,3-difluoro-4-ethylbromobenzene FC1=C(C=CC(=C1F)CC)Br